C1CC12NCCN(C2)C=2C=CC=1N(C(C=C(N1)C=1C=C(C=3N(N1)C=C(N3)C)C)=O)C2 7-(4,7-diazaspiro[2.5]oct-7-yl)-2-(2,8-dimethylimidazo[1,2-b]pyridazin-6-yl)pyrido[1,2-a]pyrimidine-4-one